BrC1=CC2=C(N(C(N2C)=O)C=2C(=NC(=CC2)OCC2=CC=CC=C2)OCC2=CC=CC=C2)C=C1F 5-Bromo-1-(2,6-dibenzyloxy-3-pyridyl)-6-fluoro-3-methyl-benzimidazol-2-one